N-[2,6-Difluoro-3-[5-[4-(1H-tetrazol-5-yl)phenyl]-1H-pyrazolo[3,4-b]pyridin-3-carbonyl]phenyl]methansulfonamid FC1=C(C(=CC=C1C(=O)C1=NNC2=NC=C(C=C21)C2=CC=C(C=C2)C2=NN=NN2)F)NS(=O)(=O)C